5-amino-N-{4-[3-amino-5-methylpiperidin-1-yl]-2,3-dihydrofuro[2,3-b]pyridin-5-yl}-2-(2,6-difluorophenyl)-1,3-thiazole-4-carboxamide NC1=C(N=C(S1)C1=C(C=CC=C1F)F)C(=O)NC=1C(=C2C(=NC1)OCC2)N2CC(CC(C2)C)N